3-(1-cyano-1-methyl-ethyl)-N-methyl-N-[(1S)-1-(3-pyrazin-2-ylpyrazin-2-yl)ethyl]-5-(trifluoromethyl)benzamide C(#N)C(C)(C)C=1C=C(C(=O)N([C@@H](C)C2=NC=CN=C2C2=NC=CN=C2)C)C=C(C1)C(F)(F)F